OC1SSCCC1O 3,4-dihydroxyl-1,2-dithiane